N-(2-(((6-chloropyrimidin-4-yl)amino)methyl)-6-cyclopropylimidazo[1,2-a]pyridin-8-yl)-N-methylacetamide ClC1=CC(=NC=N1)NCC=1N=C2N(C=C(C=C2N(C(C)=O)C)C2CC2)C1